ClC1=C(C=CC(=C1)Cl)C(CC(C(=O)NC)(C)C1=CC(=C(C=C1)C1=CC=CC=C1)F)(CN1N=CN=C1)O (2-(2,4-dichlorophenyl)-2-hydroxy-3-(1H-1,2,4-triazol-1-yl)propyl)-2-(2-fluoro-[1,1'-biphenyl]-4-yl)-N-methylpropanamide